FC(C=1C=C2C(=CC=NC2=C(C1)C(F)(F)F)N[C@H](C(=O)N=CN(C)C)C)(F)F (2S)-2-[[6,8-bis(trifluoromethyl)-4-quinolinyl]amino]-N-(dimethylaminomethylene)propanamide